tris(p-methoxyphenyl)sulfonium COC1=CC=C(C=C1)[S+](C1=CC=C(C=C1)OC)C1=CC=C(C=C1)OC